C(C)(C)(C)OC(=O)N1[C@@H](CC(C1)(F)F)CN (S)-2-(aminomethyl)-4,4-difluoropyrrolidine-1-carboxylic acid tert-butyl ester